COCCCN1N=C(C=C1)C 1-(3-Methoxy-propyl)-3-methyl-1H-pyrazol